propylparaben (propyl para-hydroxybenzoate) C(CC)C1=C(C(=O)O)C=CC(=C1)O.C(CC)OC(=O)C1=CC=C(O)C=C1